FC1=CC(=C2C=C(NC2=C1)C(=O)N1CC=2N(CC1)N=CC2C(=O)N(C)C2(CC2)CO)C 5-(6-fluoro-4-methyl-1H-indole-2-carbonyl)-N-[1-(hydroxymethyl)cyclopropyl]-N-methyl-4H,5H,6H,7H-pyrazolo[1,5-a]pyrazine-3-carboxamide